N1=CC=C(C=C1)C1(CCNCC1)N 4-(pyridin-4-yl)piperidin-4-amine